(R)-N-(2-(4-cyanothiazolidin-3-yl)-2-oxoethyl)-6-(1H-pyrazol-5-yl)-quinol C(#N)[C@H]1N(CSC1)C(CN1N=CC=C1C1=CC(=CC=C1O)O)=O